2-(3,8-diazabicyclo[3.2.1]octan-3-yl)-7-(thiazol-2-yl)benzo[d]oxazole-4-carboxylic acid C12CN(CC(CC1)N2)C=2OC=1C(N2)=C(C=CC1C=1SC=CN1)C(=O)O